tert-butyl 4-((3-(3-(3,4-dimethylbenzyl)-2,4-dioxotetrahydropyrimidin-1(2H)-yl)pyrazolo[1,5-a]pyridin-5-yl)methyl)piperazine-1-carboxylate CC=1C=C(CN2C(N(CCC2=O)C=2C=NN3C2C=C(C=C3)CN3CCN(CC3)C(=O)OC(C)(C)C)=O)C=CC1C